S1C(=NC=C1)C1=CC(=C(C=2N=C(OC21)N2CC1N(C(C2)C1)C(=O)OC(C)(C)C)OC(F)(F)F)C(C(F)(F)F)(C)O[Si](C)(C)C tert-Butyl 3-(7-(thiazol-2-yl)-5-(1,1,1-trifluoro-2-((trimethylsilyl)oxy)propan-2-yl)-4-(trifluoromethoxy)benzo[d]oxazol-2-yl)-3,6-diazabicyclo[3.1.1]heptane-6-carboxylate